rel-(2R,3S,4S,5R)-4-[[3-(3,4-difluoro-2-methoxy-phenyl)-4-ethyl-5-methyl-5-(trifluoromethyl)tetrahydrofuran-2-carbonyl]amino]pyridine-2-carboxamide FC=1C(=C(C=CC1F)[C@H]1[C@@H](O[C@]([C@H]1CC)(C(F)(F)F)C)C(=O)NC1=CC(=NC=C1)C(=O)N)OC |o1:8,9,11,12|